(1R,3S)-3-(3-{[(1-methyl-1H-pyrazol-4-yl)acetyl]amino}-1H-pyrazol-5-yl)cyclopentyl [(2S*,3S*)-3-fluorobutan-2-yl]carbamate F[C@H]([C@H](C)NC(O[C@H]1C[C@H](CC1)C1=CC(=NN1)NC(CC=1C=NN(C1)C)=O)=O)C |o1:1,2|